1,2,3,4,4a,5,6,7,8,8a-decahydroisoquinoline-3-carboxylic acid C1NC(CC2CCCCC12)C(=O)O